C(CCC(=O)O)(=O)O.C(CCC(=O)O)(=O)O.ClC=1C=CC(=C(CN2C[C@@H](NCC2)C)C1)OCCC (S)-1-(5-chloro-2-propoxybenzyl)-3-methylpiperazine disuccinate